CC1([C@H](CC=C1C)CC=O)C (R)-2-(2,2,3-trimethylcyclopent-3-en-1-yl)acetaldehyde